2-chloro-6,7-dihydrospiro[cyclopenta[e]pyrazolo[1,5-a]pyrimidine-8,2'-oxetane]-6-carboxamide ClC1=NN2C(N=CC3=C2C2(OCC2)CC3C(=O)N)=C1